C(C)(C)(C)OC(=O)NC=1C(=C(C=C(C1)C#N)N1CC2CCC(C1)N2C(=O)OC(C)(C)C)Cl tert-butyl 3-(3-((tert-butoxycarbonyl)amino)-2-chloro-5-cyanophenyl)-3,8-diazabicyclo[3.2.1]octane-8-carboxylate